ClCC=1C=C(C=2C3=C(C(NC2C1)=O)COC3)F 7-(chloromethyl)-9-fluoro-3,5-dihydrofuro[3,4-c]quinolin-4(1H)-one